NC1=NC=C(C=N1)C1=CC=C(C(=N1)OC(C)C)NC(=O)C=1C(=NOC1C)C1=CC=CC=C1 N-[6-(2-aminopyrimidin-5-yl)-2-isopropoxy-3-pyridyl]-5-methyl-3-phenyl-isoxazole-4-carboxamide